ClC1=C2C(=NC=C1F)N(C(C2(C)C)=O)C2OCCCC2 4-chloro-5-fluoro-3,3-dimethyl-1-tetrahydropyran-2-yl-pyrrolo[2,3-b]pyridin-2-one